N-[(1S)-1-(hydroxymethyl)-3-(oxiran-2-yl)propyl]carbamic acid tert-butyl ester C(C)(C)(C)OC(N[C@@H](CCC1OC1)CO)=O